FC=1C=C(C=C(C1N1CCC(CC1)C)F)NC=1C=C2CN(C(C2=CC1)=O)C 5-((3,5-Difluoro-4-(4-methylpiperidin-1-yl)phenyl)amino)-2-methylisoindolin-1-one